ClC1=CC=C(C=C1)C(C(=O)N1C=CC2=CC(=C(C=C12)C(F)(F)F)F)NC=1C=C(OCCCC)C=C(C1)OC 4-(3-((1-(4-chlorophenyl)-2-(5-fluoro-6-(trifluoromethyl)indol-1-yl)-2-oxoethyl)amino)-5-methoxyphenoxy)butane